3-methoxy-4-nitro-benzenesulfonyl chloride COC=1C=C(C=CC1[N+](=O)[O-])S(=O)(=O)Cl